CC1=CC=CC(=N1)C=1C(=C2N(N1)CCCC2)C2=CC=NC1=CC=C(C=C21)C(=O)N 4-(2-(6-methylpyridin-2-yl)-5,6-dihydro-4H-pyrido[1,2-b]pyrazol-3-yl)quinoline-6-carboxamide